4-[2-methyl-4-[(2-oxo-1-phenyl-pyridine-3-carbonyl)amino]phenoxy]-N-(1-methyl-4-piperidyl)-1,7-naphthyridine-6-carboxamide CC1=C(OC2=CC=NC3=CN=C(C=C23)C(=O)NC2CCN(CC2)C)C=CC(=C1)NC(=O)C=1C(N(C=CC1)C1=CC=CC=C1)=O